[P].[V].C(CCC\C=C/C\C=C/C\C=C/C\C=C/CCCCC)(=O)N[C@@H](C(C)C)C(=O)O N-arachidonoyl-valine vanadium phosphorus